C1(CC1)C1=C(C(=NN1)NC1=NC(=NC=C1)N1C2CCC(C1)(C2)CO)C [2-[4-[(5-Cyclopropyl-4-methyl-1H-pyrazol-3-yl)amino]pyrimidin-2-yl]-2-azabicyclo[2.2.1]heptan-4-yl]methanol